ethyl 2-(2-(1,1-difluoroethyl)-4-isopropyl-7-oxothiazolo[4,5-d]pyridazin-6(7H)-yl)acetate FC(C)(F)C=1SC2=C(C(=NN(C2=O)CC(=O)OCC)C(C)C)N1